2-(3,4-difluoro-5-(methoxymethoxy)phenyl)-4,4,5,5-tetramethyl-1,3,2-dioxaborolane FC=1C=C(C=C(C1F)OCOC)B1OC(C(O1)(C)C)(C)C